(2R,4S)-N-((S)-1-(((S)-2-amino-7,7-dimethyl-6,7-dihydro-5H-cyclopenta[b]pyridin-5-yl)amino)-1-oxopropan-2-yl)-4-(4-fluorobenzyl)pyrrolidine-2-carboxamide NC1=CC=C2C(=N1)C(C[C@@H]2NC([C@H](C)NC(=O)[C@@H]2NC[C@H](C2)CC2=CC=C(C=C2)F)=O)(C)C